BrC=1C=C(C(=NC1)[N+](=O)[O-])O[C@H](C)C1=C(C(=CC(=C1)F)F)C1=NC=CC=C1C(=O)C1=CC(=NN1C)C#N 5-(2-{2-[(1R)-1-[(5-bromo-2-nitropyridin-3-yl)oxy]ethyl]-4,6-difluorophenyl}pyridine-3-carbonyl)-1-methyl-1H-pyrazole-3-carbonitrile